(1S,4S)-5-{6-bromo-7-chloro-2-[(oxan-4-yl)oxy]-8-[(1S)-1-phenylethoxy]quinazolin-4-yl}-2,5-diazabicyclo[2.2.1]heptane-2-carboxylate BrC=1C=C2C(=NC(=NC2=C(C1Cl)O[C@@H](C)C1=CC=CC=C1)OC1CCOCC1)N1[C@@H]2CN([C@H](C1)C2)C(=O)[O-]